4-(4-(5-((4-((4-(acetamidomethyl)piperidin-1-yl)methyl)-6-(3,5-dichlorophenyl)pyridin-2-yl)oxy)pyridin-2-yl)piperazin-1-yl)-2-methylbutanoic acid C(C)(=O)NCC1CCN(CC1)CC1=CC(=NC(=C1)C1=CC(=CC(=C1)Cl)Cl)OC=1C=CC(=NC1)N1CCN(CC1)CCC(C(=O)O)C